(R)-3-(3,3-difluorocyclobutyl)-N-((R)-2-(difluoromethoxy)-1-(3-(difluoromethoxy)phenyl)ethyl)-3-hydroxypropanamide FC1(CC(C1)[C@@H](CC(=O)N[C@@H](COC(F)F)C1=CC(=CC=C1)OC(F)F)O)F